C(C1=CC=CC=C1)OC=1C=C(OC[C@@H](CNC(=N)N)O)C=CC1OCC1=CC=CC=C1 (R)-1-(3-(3,4-Bis(benzyloxy)phenoxy)-2-hydroxypropyl)guanidin